tert-Butyl 2-(pyridin-3-yloxy)acetate N1=CC(=CC=C1)OCC(=O)OC(C)(C)C